C1NCC12CCCCC2 2-azaspiro[3.5]nonane